BrC1=C(C=CC2=C1N=CS2)C#N 4-bromobenzo[d]thiazole-5-carbonitrile